butane-1-one-oxim C(CCC)=NO